NC=1N=C(C2=CC=CC=C2C1F)C1=C(C=C2C(=NC(=NC2=C1F)OCC1N(CCC1)C)N1C(CN(CC1)C(C=C)=O)C)Cl 1-(4-(7-(3-amino-4-fluoroisoquinolin-1-yl)-6-chloro-8-fluoro-2-((1-methylpyrrolidin-2-yl)methoxy)quinazolin-4-yl)-3-methylpiperazin-1-yl)prop-2-en-1-one